3,7-dimethyloct-6-en-3-ol CC(CC)(CCC=C(C)C)O